O1C(CCCC1)OC=1C=C(C=C(C1OC1OCCCC1)OC1OCCCC1)C1=NC2=CC(=CC(=C2C(C1OC1OCCCC1)=O)OC1OCCCC1)OC1OCCCC1 2-(3,4,5-tri-tetrahydropyranyloxyphenyl)-3,5,7-tri-tetrahydropyranyloxylquinolin-4-one